FC=1C=C(C=CC1F)N1C(=C(C2=C(C=C(C=C12)F)O)C1=CC=C(C(=O)O)C=C1)C(COC)(C)C 4-[1-(3,4-difluorophenyl)-6-fluoro-4-hydroxy-2-(2-methoxy-1,1-dimethyl-ethyl)indol-3-yl]Benzoic acid